2,3,5,6-tetrafluorobenzidine FC1=C(C(=C(C(=C1F)N)F)F)C1=CC=C(N)C=C1